CNCC1=CC=C(C=C1)Br N-methyl-N-(4-bromobenzyl)amine